(S)-3-(4-fluoro-3'-methoxybiphenyl-3-yl)-3-(3-(4-hydroxy-1,6-dimethyl-2-oxo-1,2-dihydropyridin-3-yl)ureido)propionic acid FC1=C(C=C(C=C1)C1=CC(=CC=C1)OC)[C@H](CC(=O)O)NC(=O)NC=1C(N(C(=CC1O)C)C)=O